[F-].C(CCCC)[N+]1=CC=C(C=C1)CC 1-pentyl-4-ethylpyridinium fluoride